(4-methoxycarbonyl-2-thienyl)boronic acid COC(=O)C=1C=C(SC1)B(O)O